BrC1=CC=C(C=C1)S(=O)(=O)CC 1-bromo-4-(ethylsulfonyl)benzene